C(=O)O.CN([C@@]1(CN(CCC1)C1=CC(=C(C(=C1)C)S(=O)(=O)NC1=NC=NC=C1)C)CCC1=CC(=CC=C1)C(F)(F)F)C (S)-4-(3-(Dimethylamino)-3-(3-(trifluoromethyl)phenethyl)piperidin-1-yl)-2,6-dimethyl-N-(pyrimidin-4-yl)benzenesulfonamide formate